FC1=C(C=CC=2C(C3=C(SCC21)C=CC=C3)C3N2N(C(C=1N3N=CC(C1O)=O)=O)CCCC2)F 12-(7,8-Difluoro-6,11-dihydrodibenzo[b,e]thiepin-11-yl)-4-hydroxy-7,8,9,10-tetrahydro-12H-dipyridazino[1,2-a:1',6'-d][1,2,4]triazin-3,5-dion